6-amino-5-cyanopyridin NC1=C(C=CC=N1)C#N